COC1(CCN(CC1)CC(F)(F)F)C1=CC=C(C=C1)C(=O)N1CCC(CC1)C1=CC=C(C=C1)C(F)(F)F (4-(4-methoxy-1-(2,2,2-trifluoroethyl)piperidin-4-yl)phenyl)(4-(4-(trifluoromethyl)phenyl)piperidin-1-yl)methanone